N-Ethyl-aspartic acid tert-butyl-(R)-(1-(4-(2,9-dichloro-5-ethyl-6-oxo-5,6-dihydro-7H-benzo[d]pyrido[3,2-f][1,3]diazepin-7-yl)-3,5-difluorophenyl)pyrrolidin-3-yl)carbamate C(C)(C)(C)N(C(O)=O)[C@H]1CN(CC1)C1=CC(=C(C(=C1)F)N1C(N(C2=C(C3=C1C=C(C=C3)Cl)C=C(C=N2)Cl)CC)=O)F.C(C)N[C@@H](CC(=O)O)C(=O)O